FC1=C(C=CC(=C1)S(=O)(=O)C)COC1CN(C1)C(=O)N1C[C@H](CC1)C1=NC=NN1 [3-[(2-Fluoro-4-methylsulfonyl-phenyl)methoxy]azetidin-1-yl]-[(3S)-3-(1H-1,2,4-triazol-5-yl)pyrrolidin-1-yl]methanone